3-((2-(((1R,3S)-3-([1,2,4]triazolo[4,3-a]pyridin-3-yl)cyclohexyl)amino)-5-(trifluoromethyl)pyrimidin-4-yl)oxy)cyclobutyl acetate C(C)(=O)OC1CC(C1)OC1=NC(=NC=C1C(F)(F)F)N[C@H]1C[C@H](CCC1)C1=NN=C2N1C=CC=C2